COC=1C=C(C=CC1OC)C1=CC(=CC=2CNS(OC21)(=O)=O)F 8-(3,4-dimethoxyphenyl)-6-fluoro-3,4-dihydrobenzo[e][1,2,3]oxathiazine 2,2-Dioxide